CC=1C(=C2C=CNC2=C(C1)C)C[C@H]1[C@@H](CN(C1)C)C1=CC=C(C(=O)N)C=C1 |r| Racemic-4-((3R*,4S*)-4-((5,7-dimethyl-1H-indol-4-yl)methyl)-1-methylpyrrolidin-3-yl)benzamide